FC=1C=C(C=CC1NC(C(C(=N)NO)C)=O)S(=O)(=O)N(C1=C(N=CS1)C(=O)OC(C)(C)C)CC1=CC=C(C=C1)OC Tert-butyl 5-[[3-fluoro-4-[[3-(hydroxyamino)-3-imino-2-methyl-propanoyl]amino]phenyl]sulfonyl-[(4-methoxyphenyl)methyl]amino]thiazole-4-carboxylate